COC(=O)C=1C(=NC(=NC1C1=CC=CC=C1)Cl)Cl 2,4-dichloro-6-phenyl-pyrimidine-5-carboxylic acid methyl ester